ClC1=CC(=C(COC2=NC(=NC=C2F)C2=CCC(CC2)CC2=NC=3C(=NC(=CC3)C(=O)O)N2CC2OCC2)C=C1)F 2-((4-(4-((4-chloro-2-fluorobenzyl)oxy)-5-fluoropyrimidin-2-yl)cyclohex-3-en-1-yl)methyl)-3-(oxetan-2-ylmethyl)-3H-imidazo[4,5-b]pyridine-5-carboxylic acid